C(C)S(=O)(=O)C=1C(=NC=C(C1)C1=CC=C(C=C1)F)C=1N=C2N(C3=C(CO2)C(=CC=C3)C(F)(F)F)C1 2-[3-ethylsulfonyl-5-(4-fluorophenyl)-2-pyridyl]-6-(trifluoromethyl)-5H-imidazo[1,2-a][3,1]benzoxazine